oxylethoxyl-4-chloro-7-methoxyquinoline OCCOC1=NC2=CC(=CC=C2C(=C1)Cl)OC